(2-Chlorotrityl) (3S,4R)-3-(((S)-1-aminopropan-2-yl)(methyl)carbamoyl)-4-((tert-butyldimethylsilyl) oxy)heptanoate NC[C@H](C)N(C(=O)[C@@H](CC(=O)OC(C1=C(C=CC=C1)Cl)(C1=CC=CC=C1)C1=CC=CC=C1)[C@@H](CCC)O[Si](C)(C)C(C)(C)C)C